C(C)(C)[C@H]1C(NC=2C(=NC(=NC2N1C)NC1CN(C1)C(=O)C12CC(C1)(C2)C(F)(F)F)C)=O (S)-7-isopropyl-4,8-dimethyl-2-((1-(3-(trifluoromethyl)bicyclo[1.1.1]pentane-1-carbonyl)azetidin-3-yl)amino)-7,8-dihydropteridin-6(5H)-one